di-adamantyl-n-butyl-phosphine C12(CC3CC(CC(C1)C3)C2)P(CCCC)C23CC1CC(CC(C2)C1)C3